CS(=O)(=O)C=1SC2=C(N1)C=CC(=C2)OCCC(=O)O 3-((2-(methylsulfonyl)benzo[d]thiazol-6-yl)oxy)propanoic acid